N-(cis-4-ethoxycyclohexyl)-5-(1,8-naphthyridin-3-yl)pyrrolo[2,1-f][1,2,4]triazin C(C)O[C@H]1CC[C@H](CC1)N1N2C(C=NC1)=C(C=C2)C=2C=NC1=NC=CC=C1C2